C(C)(C)(C)[Si](N=S(=O)(N)C=1C=NN2C1OCCC2)(C)C N'-(tert-butyldimethyl-silyl)-6,7-dihydro-5H-pyrazolo[5,1-b][1,3]oxazine-3-sulfonimidamide